C(C)(C)NC1=NC(=NC(=N1)NC1=CC=CC=C1)C=1C(=NC=CC1)O (4-(isopropylamino)-6-(phenylamino)-1,3,5-triazin-2-yl)pyridin-2-ol